N-formiminoglutamate C(=N)N[C@@H](CCC(=O)[O-])C(=O)[O-]